(1R,3s,5S)-8-(5-(5-fluoro-2-methoxypyridin-4-yl)-1H-pyrazole-3-carbonyl)-N-((5S,8s)-2-oxo-1-azaspiro[4.5]decan-8-yl)-8-azabicyclo[3.2.1]octane-3-carboxamide FC=1C(=CC(=NC1)OC)C1=CC(=NN1)C(=O)N1[C@H]2CC(C[C@@H]1CC2)C(=O)NC2CCC1(CCC(N1)=O)CC2